1-[(8aS)-6-chloro-5-(2-hydroxy-6-methoxyphenyl)-8a,9,11,12-tetrahydropyrazino-[2',1':3,4][1,4]oxazepino[5,6,7-de]quinazolin-10(8H)-yl]prop-2-en-1-one ClC1=C2C3=C(N=CN=C3C=C1C1=C(C=CC=C1OC)O)N1[C@H](CO2)CN(CC1)C(C=C)=O